OC1(N(C2=CC=CC=C2C12CCC1(CC2)OCCO1)C(=O)OC(C)(C)C)CCC1=CC=CC=C1 tert-butyl 2''-hydroxy-2''-(2-phenylethyl)dispiro[1,3-dioxolane-2,1'-cyclohexane-4',3''-indole]-1''-carboxylate